Cl.NCCCCN1C(=C(C2=CC=C(C(=C12)C=1C(=NN(C1C)C)CBr)F)CCCOC1=CC=CC2=CC=CC=C12)C(=O)OCC (rac)-ethyl 1-(4-aminobutyl)-7-[3-(bromomethyl)-1,5-dimethyl-1H-pyrazol-4-yl]-6-fluoro-3-{3-[(naphthalen-1-yl)oxy]propyl}-1H-indole-2-carboxylate-hydrochloric acid salt